4-chloro-10-(2,6-difluoro-4-{methyl[2-(methylamino)ethyl]amino}phenyl)-8-ethyl-9-oxo-6,8,10-triazatricyclo[9.4.0.02,7]pentadeca-1(11),2(7),3,5,12,14-hexaene-13-carbonitrile ClC1=CC=2C=3C=CC(=CC3N(C(N(C2N=C1)CC)=O)C1=C(C=C(C=C1F)N(CCNC)C)F)C#N